(R)-4-(1-methyl-1H-pyrrolo[2,3-b]pyridin-4-yl)-7-((5-(1-methyl-2-oxopiperidin-4-yl)pyridin-2-yl)amino)-2,3-dihydro-1H-pyrrolo[3,4-c]pyridin-1-one CN1C=CC=2C1=NC=CC2C2=NC=C(C1=C2CNC1=O)NC1=NC=C(C=C1)[C@H]1CC(N(CC1)C)=O